BrC1=CC=C(C=C1)C(C(=C)C1=CC=CC=C1)=O 1-(4-bromophenyl)-2-phenylprop-2-en-1-one